(R)-4-ethoxy-N-(8-fluoro-2-methylimidazo[1,2-a]pyridin-6-yl)-2-(3-methylpiperazin-1-yl)pyrimidine-5-carboxamide hydrochloride Cl.C(C)OC1=NC(=NC=C1C(=O)NC=1C=C(C=2N(C1)C=C(N2)C)F)N2C[C@H](NCC2)C